10H-Phenoselenazine C1=CC=CC=2[Se]C3=CC=CC=C3NC12